C(C)C1=CC(=NC=C1)NC(=O)C1=CC=C(C=C1)C=1N=CNC1C(=O)O 4-(4-((4-ethylpyridin-2-yl)carbamoyl)phenyl)-1H-imidazole-5-carboxylic acid